(S)-N2-(4-methoxy-3-(4-(pyrrolidin-2-yl)-1H-1,2,3-triazol-1-yl)phenyl)-N4,6-dimethylpyrimidine-2,4-diamine COC1=C(C=C(C=C1)NC1=NC(=CC(=N1)NC)C)N1N=NC(=C1)[C@H]1NCCC1